BrC1=NN(C(=C1[N+](=O)[O-])N1CCC(CC1)N(C=1C=NC(=CC1)OC(F)F)C=1C=NC=CC1OC)C N-(1-(3-Bromo-1-methyl-4-nitro-1H-pyrazol-5-yl)piperidin-4-yl)-6-(difluoromethoxy)-N-(4-methoxypyridin-3-yl)pyridin-3-amine